N1(C=NC=C1)C=1C=C(C=CC1)N1C(N(C=C1)C1=NC(=CC=C1)C1=NN=CN1C(C)C)=O 1-(3-(1H-imidazol-1-yl)phenyl)-3-(6-(4-isopropyl-4H-1,2,4-triazol-3-yl)pyridin-2-yl)-1H-imidazol-2(3H)-one